SC=1C=C(C=CC1)NC(=O)[C@@H]1[C@H](C1)C1=NC=CC(=N1)C (1S,2S)-N-(3-mercaptophenyl)-2-(4-methylpyrimidin-2-yl)cyclopropane-1-carboxamide